COC[C@H]1N(CCC1)NC(CC=1N=C(N(C1)C1=CC=CC=C1)NC(C1=CC(=CC=C1)C=1C=NNC1)=O)=O (S)-N-(4-(2-((2-(methoxymethyl)pyrrolidin-1-yl)amino)-2-oxoethyl)-1-phenyl-1H-imidazol-2-yl)-3-(1H-pyrazol-4-yl)benzamide